phenyl-thiazoline C1(=CC=CC=C1)C=1SCCN1